NC1=CC2=C(C=N1)[C@]1([C@@H](C2)[C@@H]1C(=O)OCC)C (5aS,6S,6aS)-ethyl 3-amino-6a-methyl-5,5a,6,6a-tetrahydrocyclopropa[4,5]cyclopenta[1,2-c]pyridine-6-carboxylate